FC=1C=CC2=C(N=C(N2)C2=NON=C2C)C1F 3-(6,7-difluoro-benzoimidazol-2-yl)-4-methyl-1,2,5-oxadiazole